BrC1=CC=2N3C=CC(=NC3=NC2C=C1)C(=O)NC=1C=NC=C(C1)OC 4-Bromo-N-(5-methoxypyridin-3-yl)-1,8,10-triazatricyclo[7.4.0.02,7]trideca-2(7),3,5,8,10,12-hexaene-11-carboxamide